7a'-(((tert-butyldimethylsilyl)oxy)methyl)dihydro-1H,3'H,5'H-dispiro[cyclopropane-1,2'-pyrrolizine-6',1''-cyclopropane] [Si](C)(C)(C(C)(C)C)OCC12CC3(CC3)CN2CC2(C1)CC2